1-((2-(trimethylsilyl)ethoxy)methyl)-1H-pyrrolo[2,3-c]pyridin-7(6H)-one C[Si](CCOCN1C=CC2=C1C(NC=C2)=O)(C)C